vinylbicyclo[2.2.1]hept-2-ene C(=C)C12C=CC(CC1)C2